FC=1C=CC(=C(C(=O)N(C(C)C)C(C)C)C1)N1C(=C(C=2C1=CN=CC2)C(=O)[C@H]2C[C@@H](N(CC2)C(=O)[C@H]2N[C@H](CC2)C)C)C |&1:27| 5-Fluoro-N,N-diisopropyl-2-(2-methyl-3-((2S,4RS)-2-methyl-1-((2S,5S)-5-methylpyrrolidine-2-carbonyl)piperidine-4-carbonyl)-1H-pyrrolo[2,3-c]pyridin-1-yl)benzamide